NC1=CC(=C(OC=2C=C(C(N(C2)CC2=CC=CC=C2)=O)C)C(=C1)Cl)Cl 5-(4-Amino-2,6-dichlorophenoxy)-1-benzyl-3-methylpyridin-2(1H)-one